6-(4-hydroxy-1-piperidyl)-N-[5-(5-methoxy-1H-benzimidazol-2-yl)-1-[(4-methoxyphenyl)methyl]pyrazol-3-yl]pyridine-3-carboxamide OC1CCN(CC1)C1=CC=C(C=N1)C(=O)NC1=NN(C(=C1)C1=NC2=C(N1)C=CC(=C2)OC)CC2=CC=C(C=C2)OC